ethyl-n-octanoic acid C(C)C(C(=O)O)CCCCCC